ClC=1C=C(C=C(C1)Cl)C=1OC2=C(N1)C=CC(=C2)C(=O)OC Methyl 2-(3,5-dichlorophenyl)benzo[d]oxazole-6-carboxylate